ClC=1N=C(C2=C(N1)C(=NC(=N2)Cl)NC)NC 2,6-dichloro-N4,N8-dimethyl-pyrimido[5,4-d]pyrimidine-4,8-diamine